ClC=1C(=C(C(=NC1C)N1CCC(CC1)(F)F)C(=O)NC=1C=NC=C(C1)S(N)(=O)=O)C 5-chloro-2-(4,4-difluoro-1-piperidyl)-4,6-dimethyl-N-(5-sulfamoyl-3-pyridyl)pyridine-3-carboxamide